2-(ethylthio)-1,3-benzothiazole C(C)SC=1SC2=C(N1)C=CC=C2